N-(3-bromo-4-methylphenyl)-7-(trifluoromethyl)-2,3-dihydro-4H-benzo[b][1,4]oxazine-4-carboxamide BrC=1C=C(C=CC1C)NC(=O)N1C2=C(OCC1)C=C(C=C2)C(F)(F)F